OC1(CCCC1)C#CC1=CN=C(C2=CC(=C(C=C12)C(=O)N)OC(C)C)O[C@H]1CNCCC1 (R)-4-((1-hydroxycyclopentyl)ethynyl)-7-isopropoxy-1-(piperidin-3-yloxy)isoquinoline-6-carboxamide